(1S,5R)-N-((3-CHLORO-5-CYANO-4-(((R)-4-(3-FLUOROAZETIDIN-1-YL)-1-((4-FLUOROPHENYL)THIO)BUTAN-2-YL)AMINO)PHENYL)SULFONYL)-2,6-DIOXABICYCLO[3.2.1]OCTANE-1-CARBOXAMIDE ClC=1C=C(C=C(C1N[C@@H](CSC1=CC=C(C=C1)F)CCN1CC(C1)F)C#N)S(=O)(=O)NC(=O)[C@@]12OCC[C@@H](OC1)C2